ClC1=C(C=CC=C1Cl)[C@@H]1N(OCC1)C1=CC(=NC=N1)NC=1C(=CC(=C(C1)NC(C=C)=O)N1CCC(CC1)N1CCN(CC1)C1CCN(CC1)C)OC N-(5-((6-((R)-3-(2,3-dichlorophenyl)isoxazolidine-2-yl)pyrimidine-4-yl)amino)-4-methoxy-2-(4-(4-(1-methylpiperidine-4-yl)piperazine-1-yl)piperidine-1-yl)phenyl)acrylamide